4-(N-(3-(tert-butyl)-5-cyclopropylbenzyl)-2-(N-(2-fluorobenzyl)-(2,3,4,5,6-pentafluoro-phenyl)sulfonamido)acetamido)-2-(dimethylamino)benzoic acid C(C)(C)(C)C=1C=C(CN(C(CN(S(=O)(=O)C2=C(C(=C(C(=C2F)F)F)F)F)CC2=C(C=CC=C2)F)=O)C2=CC(=C(C(=O)O)C=C2)N(C)C)C=C(C1)C1CC1